C(CCCCCC)C1=C(C=CC=C1)OC heptylanisole